2,4-dichloro-6-methyl-7H-pyrrolo[2,3-d]Pyrimidine ClC=1N=C(C2=C(N1)NC(=C2)C)Cl